[2-(4-chlorophenyl)-2-oxo-ethyl]-6-methoxy-pyridine-3-carboxamide ClC1=CC=C(C=C1)C(CC1=NC(=CC=C1C(=O)N)OC)=O